N-((1S)-1-(4-chlorocyclohexyl)-2-((4-((S)-2-methoxy-1-((S)-2-oxo-4-(trifluoromethyl)imidazolidin-1-yl)ethyl)pyridin-2-yl)amino)-2-oxoethyl)-3-ethylisoxazole-4-carboxamide ClC1CCC(CC1)[C@@H](C(=O)NC1=NC=CC(=C1)[C@@H](COC)N1C(N[C@@H](C1)C(F)(F)F)=O)NC(=O)C=1C(=NOC1)CC